[N-](S(=O)(=O)C(F)(F)F)S(=O)(=O)C(F)(F)F.C1(=CC=CC=C1)N1CC(=CC=C1)C N-phenyl-3-methylpyridine bis(trifluoromethanesulfonyl)imide salt